ClCC(=O)C1=CC(=C(C=C1)F)F (S)-2-chloro-1-(3,4-difluorophenyl)ethanone